(S)-3-[4-({4-[(morpholin-4-yl)methyl]phenyl}methoxy)-1-oxo-1,3-dihydro-2H-isoindol-2-yl]piperidine-2,6-dione hydrogen chloride Cl.N1(CCOCC1)CC1=CC=C(C=C1)COC1=C2CN(C(C2=CC=C1)=O)[C@@H]1C(NC(CC1)=O)=O